2-{4-[(5,6-diphenylpyrazin-2-yl)-propan-2-ylamino]butoxy}acetic acid C1(=CC=CC=C1)C=1N=CC(=NC1C1=CC=CC=C1)N(CCCCOCC(=O)O)C(C)C